O1CCC(CC1)OC([C@@H](N)C)=O L-alanine tetrahydro-2H-pyrane-4-Yl ester